6-(2-aminophenyl)-2-phenoxymethylimidazo[1,2-a]pyrimidine NC1=C(C=CC=C1)C=1C=NC=2N(C1)C=C(N2)COC2=CC=CC=C2